2-(3,5-dichloro-4-((5-oxo-4-phenyl-4,5-dihydro-1,3,4-oxadiazol-2-yl)methyl)phenyl)-3,5-dioxo-2,3,4,5-tetrahydro-1,2,4-triazine-6-carbonitrile ClC=1C=C(C=C(C1CC=1OC(N(N1)C1=CC=CC=C1)=O)Cl)N1N=C(C(NC1=O)=O)C#N